FC=1C=C2C(=NC1NC(OC(C)(C)C)=O)C=C(N2COCC[Si](C)(C)C)CN2C(C=CC=C2C(N(C2=CC=CC=C2)C)=O)=O Tert-butyl N-(6-fluoro-2-((6-(methyl(phenyl)carbamoyl)-2-oxo-1,2-dihydropyridin-1-yl)methyl)-1-((2-(trimethylsilyl)ethoxy)methyl)-1H-pyrrolo[3,2-b]pyridin-5-yl)carbamate